O=C1NC(CCC1NC1=CC=C(C=C1)N1CCC(CC1)CC1=CC=C(C=C1)NC(OCC1=CC=CC=C1)=O)=O benzyl N-[4-[[1-[4-[(2,6-dioxo-3-piperidyl)amino]phenyl]-4-piperidyl]methyl]phenyl]carbamate